Cl.Cl.ClCC=1C(=NC=CC1)C1=CC=NN1C(C)C 3-(chloromethyl)-2-(1-isopropyl-1H-pyrazol-5-yl)pyridine dihydrochloride